COC(C1=C(C(=CC(=C1)CC1=CC=C(C=C1)OC)N)[N+](=O)[O-])=O 3-amino-5-(4-methoxybenzyl)-2-nitrobenzoic acid methyl ester